4-[[5-(2-methoxyethoxymethyl)-2-phenyl-1H-indol-7-yl]amino]piperidine-1-carboxylic acid tert-butyl ester C(C)(C)(C)OC(=O)N1CCC(CC1)NC=1C=C(C=C2C=C(NC12)C1=CC=CC=C1)COCCOC